N-Hydroxy-Ornithine ON[C@@H](CCCN)C(=O)O